3-(2-iodophenyl)-3-methylcyclobutan-1-one IC1=C(C=CC=C1)C1(CC(C1)=O)C